FC1=CC=C(C=C1)C1=NN2C(COC[C@H]2C)=C1C1=C2C(=NC=C1)NN=C2 (R)-2-(4-Fluorophenyl)-7-methyl-3-(1H-pyrazolo[3,4-b]pyridin-4-yl)-6,7-dihydro-4H-pyrazolo[5,1-c][1,4]oxazine